N-(sulfinyl)trifluoromethanesulfonamide S(=O)=NS(=O)(=O)C(F)(F)F